O1C=C(C(=C1)C(=O)OC)C(=O)OC dimethyl 3,4-furandicarboxylate